2-chloro-4-methyl-6,7-dihydro-5H-cyclopenta[d]pyrimidine-6-carbaldehyde ClC=1N=C(C2=C(N1)CC(C2)C=O)C